CN(CCC1(NC(=C(C=C1N)NC1=NC=CC(=N1)C1=NN(C2=CC=CC=C12)C)OC)NC)C 2-(2-(dimethylamino)ethyl)-6-methoxy-N2-methyl-N5-(4-(1-methyl-1H-indazol-3-yl)pyrimidin-2-yl)pyridine-2,3,5-triamine